The molecule is the cinnamate ester derived from cinnamic acid and benzyl alcohol. Occuring in Balsam of Peru and Tolu balsam, in Sumatra and Penang benzoin, and as the main constituent of copaiba balsam, it is used in heavy oriental perfumes, as a fixative and as a flavouring agent. It has a role as a flavouring agent, a fragrance, a fixative, an antigen and an epitope. C1=CC=C(C=C1)COC(=O)/C=C/C2=CC=CC=C2